N-(hex-5-yn-1-yl)-7-hydroxyheptanamide C(CCCC#C)NC(CCCCCCO)=O